BrC1(C(NC2=C(C=C(CC12)F)N(C(OC(C)(C)C)=O)CC)=O)C tert-butyl N-(3-bromo-5-fluoro-3-methyl-2-oxo-dihydro-indol-7-yl)-N-ethyl-carbamate